NC(CN)CCCCCCCCCCC 2-aminotridecylamine